[N+](=O)([O-])C1=CC=C(C=C1)C(C1=C(N)C(=CC(=C1)C)C)C1=CC=C(C=C1)[N+](=O)[O-] 2-bis(p-nitrophenyl)methyl-4,6-dimethylaniline